ClC1=CC=C(C(=C1OC1=NC=CC=C1C1=NC(=NC=C1)N[C@@H]1CN(CCC1)C(=O)OC(C)(C)C)F)NS(=O)(=O)CCC (S)-tert-Butyl 3-((4-(2-(6-chloro-2-fluoro-3-(propylsulfonamido)phenoxy)pyridin-3-yl)pyrimidin-2-yl)amino)piperidine-1-carboxylate